5-(trifluoromethyl)-4,5-dihydro-1H-pyrazol FC(C1CC=NN1)(F)F